3,4-difluorothiobenzamide FC=1C=C(C(=S)N)C=CC1F